ClC1=CC=C(C=C1)C=1C=C(C(N(N1)C=1C=NC=CC1)=O)C(=O)NCC(C(F)(F)F)O 6-(4-chlorophenyl)-3-oxo-2-(pyridin-3-yl)-N-(3,3,3-trifluoro-2-hydroxypropyl)-2,3-dihydropyridazine-4-carboxamide